COC(=O)C1=CC2=C(C=N1)COC2(C)CC 1-Ethyl-1-methyl-1,3-dihydrofuro[3,4-c]pyridine-6-carboxylic acid methyl ester